C(C)(C)(C)OC(=O)O[C@@H]1[C@H]([C@H](N(C1)C(=O)OC(C)(C)C)CC1=CC=C(C=C1)C1=CN=NS1)OC(=O)OC1=CC=C(C=C1)[N+](=O)[O-] tert-butyl (2R,3S,4S)-4-[(tert-butoxycarbonyl)oxy]-3-[(4-nitrophenoxycarbonyl)oxy]-2-{[4-(1,2,3-thiadiazol-5-yl)phenyl]methyl}pyrrolidine-1-carboxylate